1-(3-{[(2S)-oxolan-2-yl]methoxy}pyridin-4-yl)methanamine O1[C@@H](CCC1)COC=1C=NC=CC1CN